(1R,2S)-2-{3-[(5-chloro-2-isopropylpyrimidin-4-yl)amino]-1H-indazol-6-yl}-5'-methoxy-1'H-spiro[cyclopropane-1,3'-indol]-2'-one ClC=1C(=NC(=NC1)C(C)C)NC1=NNC2=CC(=CC=C12)[C@@H]1C[C@@]12C(NC1=CC=C(C=C21)OC)=O